2-(2,4-difluorophenyl)-1-(1H-tetrazol-1-yl)butan-2-ol FC1=C(C=CC(=C1)F)C(CN1N=NN=C1)(CC)O